CN(C(=O)SC1=CC(=CC(=C1)S)S)C 1-dimethylcarbamoylthio-3,5-dimercaptobenzene